N-(2-chlorophenyl)acetamide ClC1=C(C=CC=C1)NC(C)=O